5-methoxy-aminomethyl-2-thio-uracil COC=1C(NC(NC1CN)=S)=O